1,3-bis(dimethylamino)tetramethyldisiloxane CN([Si](O[Si](N(C)C)(C)C)(C)C)C